FC=1C(=NC(=NC1)N[C@@H]1CC[C@H](CC1)C(=O)N)C1=CC(=CC=C1)N1C(CCC1)=O trans-4-((5-fluoro-4-(3-(2-oxopyrrolidin-1-yl)phenyl)pyrimidin-2-yl)amino)cyclohexane-1-carboxamide